2-[(1S,2S)-2-[2-fluoro-4-(trifluoromethyl)phenyl]cyclopropyl]-4,4,5,5-tetramethyl-1,3,2-dioxaborolane FC1=C(C=CC(=C1)C(F)(F)F)[C@@H]1[C@H](C1)B1OC(C(O1)(C)C)(C)C